CC1=NOC(=C1C=1C=C2C(=NC(=NC2=CC1)C=1C=NN(C1)CC(C)(O)C)N1[C@H](COCC1)C1=CC=CC=C1)C (S)-1-(4-(6-(3,5-dimethylisoxazol-4-yl)-4-(3-phenylmorpholino)quinazolin-2-yl)-1H-pyrazol-1-yl)-2-methylpropan-2-ol